trifluoroheptanone FC(C(CCCCC)=O)(F)F